(3S)-6'-chloro-6-(trifluoromethyl)-3'H-spiro[indoline-3,1'-isobenzofuran]-2,3'-dione ClC1=CC=C2C(O[C@]3(C2=C1)C(NC1=CC(=CC=C13)C(F)(F)F)=O)=O